FC=1C=C(C=CC1)[C@@H]1N(CCC1)C=1C=CC=2N(N1)C(=CN2)C2=CC=CC(=N2)N2CCN(CC2)CCCNC2=CC=CC=1N(C=NC12)C1C(NC(CC1)=O)=O 3-(4-((3-(4-(6-(6-((R)-2-(3-fluorophenyl)pyrrolidin-1-yl)imidazo[1,2-b]pyridazin-3-yl)pyridin-2-yl)piperazin-1-yl)propyl)amino)-1H-benzo[d]imidazol-1-yl)piperidine-2,6-dione